S(=O)(=O)(O)N[C@@H]1C2O[C@@H]([C@H]([C@@H]1O)O)CO2 2-N-sulfo-1,6-anhydromannosamine